O1C=CC2=C1C=CC(=C2)C(C(C)NC)=O 1-(1-benzofuran-5-yl)-2-(methyl-amino)propan-1-one